C(C)OC1=CC=C(C=N1)C1NC2C=CC1CC2 3-(6-ethoxypyridin-3-yl)-2-azabicyclo[2.2.2]oct-5-ene